[(2S,3S,4S,5S,6R)-5-Acetamido-3,4-diacetyloxy-6-[4-[(E)-3-phenylprop-2-enoyl]phenoxy]oxan-2-yl]methyl acetate C(C)(=O)OC[C@@H]1O[C@@H]([C@H]([C@@H]([C@@H]1OC(C)=O)OC(C)=O)NC(C)=O)OC1=CC=C(C=C1)C(\C=C\C1=CC=CC=C1)=O